Methyl 3-(3-(4-(2-(methylsulfonamido)thiazol-4-yl)phenoxy)azetidin-1-yl)-2-(1H-pyrrol-1-yl)benzoate CS(=O)(=O)NC=1SC=C(N1)C1=CC=C(OC2CN(C2)C=2C(=C(C(=O)OC)C=CC2)N2C=CC=C2)C=C1